IC1=NN(C2=CC=C(C=C12)O)C1OCCCC1 3-Iodo-1-(tetrahydro-2H-pyran-2-yl)-1H-indazol-5-ol